N-[(3S)-9-Fluoro-2-oxo-5-phenyl-1,3-dihydro-1,4-benzodiazepin-3-yl]-2-(2-fluorophenyl)-7-methylpyrazolo[1,5-a]pyrimidine-3-carboxamide FC1=CC=CC=2C(=N[C@@H](C(NC21)=O)NC(=O)C=2C(=NN1C2N=CC=C1C)C1=C(C=CC=C1)F)C1=CC=CC=C1